C(C)(C)(C)OC(NCCCCCCN1N=CC(=C1)C1=NC2=CC(=CC=C2N=C1)Br)=O (6-(4-(7-bromoquinoxalin-2-yl)-1H-pyrazol-1-yl)hexyl)carbamic acid tert-butyl ester